5-bromo-4-fluoro-3-hydroxy-3H-isobenzofuran-1-one BrC=1C(=C2C(OC(C2=CC1)=O)O)F